[Cl-].C(CCCCCC)[N+]1(CCCCC1)CC 1-Heptyl-1-ethylpiperidinium chlorid